N[C@@H](CCCNC(N)=N)C(=O)Cl arginine chloride